methylbutyryloxy-1-propenylbenzene CC=1C(=C(C=CC1)C=CC)OC(CCC)=O